[Na].C(CCCCCC(C)C)OC1=CC=CC=C1 isononyl-oxybenzene sodium